ethyl 2-{3-[(1,3-benzothiazol-2-yl) amino]-5H,6H,7H-pyrrolo[2,3-c]pyridazin-7-yl}-1,3-thiazole-4-carboxylate S1C(=NC2=C1C=CC=C2)NC2=CC1=C(N=N2)N(CC1)C=1SC=C(N1)C(=O)OCC